Cyclohexane-1-carbaldehyde C1(CCCCC1)C=O